OC1CCN(CC1)CCC(CSC1=CC=CC=C1)NC1=C(C=CC=C1S(=O)(=O)C(F)(F)F)S(=O)(=O)C1=CC=C(C(=O)N)C=C1 4-(4-(4-hydroxypiperidin-1-yl)-1-(phenylthio)butan-2-ylamino-3-(trifluoromethylsulfonyl)phenylsulfonyl)benzamide